2-(4-methylcyclohex-3-en-1-yl)propan CC1=CCC(CC1)C(C)C